O1COC2=C1C=CC(=C2)O benzo[d][1,3]dioxolan-5-ol